tert-Butyl 4-((6-(2-(3,3-difluoroazetidin-1-yl)-4-(methoxycarbonyl)phenyl)-2,2-difluoro-7-azaspiro[3.5]nonan-7-yl)methyl)-5-methoxy-7-methyl-1H-indole-1-carboxylate FC1(CN(C1)C1=C(C=CC(=C1)C(=O)OC)C1CC2(CC(C2)(F)F)CCN1CC1=C2C=CN(C2=C(C=C1OC)C)C(=O)OC(C)(C)C)F